NC1=C(C=C(C(=O)N2C[C@]3(C[C@H]3C#CC3=C4CN(C(C4=CC=C3)=O)[C@@H](CCC(=O)OC(C)(C)C)C(N)=O)CCC2)C=C1)OC tert-butyl (4S)-4-(4-{2-[(1S,3S)-5-(4-amino-3-methoxybenzoyl)-5-azaspiro[2.5]octan-1-yl]ethynyl}-1-oxo-3H-isoindol-2-yl)-4-carbamoylbutanoate